ClC=1C=C(C(=C(C1)C1=NC=NN2C1=CC(=C2)CN2C(C1C(C1C2=O)(C)C)=O)NCC2CCNCC2)C 3-((4-(5-chloro-3-methyl-2-((piperidin-4-ylmethyl)amino)phenyl)pyrrolo[2,1-f][1,2,4]triazin-6-yl)methyl)-6,6-dimethyl-3-azabicyclo[3.1.0]hexane-2,4-dione